OC(=O)C(F)(F)F.ClC1=CC=C(C=C1)CCN (4-chlorophenyl)ethylamine TFA salt